FC(C1=NNC(=N1)C=1N=C2N(C=C(C=N2)COCC)C1C1=CN=CN1)F 3-(difluoromethyl)-5-[6-(ethoxymethyl)-3-(1H-imidazol-5-yl)imidazo[1,2-a]pyrimidin-2-yl]-1H-1,2,4-triazole